ClC1=CC=C(S1)C1=NN(C=C1C=O)C 3-(5-chlorothiophen-2-yl)-1-methyl-1H-pyrazole-4-carbaldehyde